BrC1=C2C=C(N(C2=CC(=C1)C1CC1)CCO)C(=O)NC 4-bromo-6-cyclopropyl-1-(2-hydroxyethyl)-N-methyl-1H-indole-2-carboxamide